N-[1-(2,6-Difluoro-4-methoxyphenyl)-4-(morpholine-4-carbonyl)-1H-imidazol-2-yl]-4-(difluoromethoxy)benzamide FC1=C(C(=CC(=C1)OC)F)N1C(=NC(=C1)C(=O)N1CCOCC1)NC(C1=CC=C(C=C1)OC(F)F)=O